NC=1C(=C(OC1)C=1OC=CC1)N diamino-2,2'-bifuran